5-(((5-fluoro-2,3-dihydrobenzofuran-4-yl)methyl)amino)-8-(1-methyl-3-((methylamino)methyl)-1H-pyrazol-5-yl)imidazo[1,2-c]pyrimidine-2-carbonitrile FC=1C=CC2=C(CCO2)C1CNC1=NC=C(C=2N1C=C(N2)C#N)C2=CC(=NN2C)CNC